OC1(C(CN(CC1)C(=O)OC(C)(C)C)C)C tert-butyl 4-hydroxy-3,4-dimethylpiperidine-1-carboxylate